5-(1,3-Dioxolan-2-yl)-2-(5-methyl-1H-pyrazol-1-yl)pyridine O1C(OCC1)C=1C=CC(=NC1)N1N=CC=C1C